6-Fluoro-8-(7-fluoro-1H-indol-4-yl)-9-methoxy-1,4,4-trimethyl-5H-[1,2,4]triazolo[4,3-a]quinoxaline FC1=C2NC(C=3N(C2=C(C(=C1)C1=C2C=CNC2=C(C=C1)F)OC)C(=NN3)C)(C)C